(E)-3-(4-(4-benzyl-8-cyclopropyl-1,4,8-triazaspiro[4.5]decan-1-carbonyl)phenyl)-1-(3,4,5-trimethoxyphenyl)prop-2-en-1-one C(C1=CC=CC=C1)N1CCN(C12CCN(CC2)C2CC2)C(=O)C2=CC=C(C=C2)/C=C/C(=O)C2=CC(=C(C(=C2)OC)OC)OC